FC=1C=C(C=CC1CN1C(=NC=C1)C(C)C)C1=C(SC(=C1)CC(C)C)S(=O)(=O)NC(OC)=O Methyl (3-(3-fluoro-4-((2-isopropylimidazol-1-yl)methyl)phenyl)-5-isobutyl-2-thienyl)sulfonylcarbamate